P(=O)(OC[C@@H](COC(CCCCCCC(OC(CCCCCCCC)CCCCCCCC)=O)=O)OC(CCCCCCC(=O)OC(CCCCCCCC)CCCCCCCC)=O)(OCC[N+](C)(C)C)[O-] (R)-2,3-Bis((8-(heptadecan-9-yloxy)-8-oxooctanoyl)oxy)propyl (2-(trimethylammonio)ethyl) phosphate